FC12CNCC(CC1)N2C(=O)OCCCC butyl 1-fluoro-3,8-diazabicyclo[3.2.1]octane-8-carboxylate